ClC=1N=C(C2=C(N1)N(C(=C2)C2=CC=CC1=CC=CC(=C21)C)C)Cl 2,4-dichloro-7-methyl-6-(8-methylnaphthalen-1-yl)-7H-pyrrolo[2,3-d]pyrimidine